isoindoline-1-carboxylic acid, hydrochloride salt Cl.C1(NCC2=CC=CC=C12)C(=O)O